3-phenylethynyl-4-(3,4,5-trimethyl-pyrazol-1-yl)-benzoic acid C1(=CC=CC=C1)C#CC=1C=C(C(=O)O)C=CC1N1N=C(C(=C1C)C)C